2-benzyl-2-dimethylamino-1-(4-morpholinylphenyl)-1-pentanone C(C1=CC=CC=C1)C(C(=O)C1=CC=C(C=C1)N1CCOCC1)(CCC)N(C)C